1-undecyl-1-ethylpyrrolidinium cyanide [C-]#N.C(CCCCCCCCCC)[N+]1(CCCC1)CC